ClC=1C(=C(C=CC1F)N(C(=O)[C@H]1N(C(NC1)=O)C=1C=C(C=2N(N1)C=CC2)C(F)(F)F)C)F (S)-N-(3-chloro-2,4-difluorophenyl)-N-methyl-2-oxo-3-(4-(trifluoromethyl)pyrrolo[1,2-b]pyridazin-2-yl)imidazolidine-4-carboxamide